tert-butyl (((tert-butoxycarbonyl)amino) (1H-pyrazol-1-yl)methylene)carbamate C(C)(C)(C)OC(=O)NC(N1N=CC=C1)=NC(OC(C)(C)C)=O